N-(4-bromo-2-cyclobutoxy-phenyl)acetamide BrC1=CC(=C(C=C1)NC(C)=O)OC1CCC1